COC1=C(C=CC=C1OC)N1CC=2C=NC=C(C2C1=O)NC1=NC=C(C=C1)N1CCN(CC1)C (2,3-Dimethoxyphenyl)-7-[[5-(4-methylpiperazin-1-yl)-2-pyridinyl]amino]-2,3-dihydropyrrolo[3,4-c]pyridin-1-one